3-{4-[4-amino-3-hydroxypiperidin-1-yl]-3-(3-fluoro-5-methylphenyl)quinolin-6-yl}-2-(2-methoxyethoxy)benzonitrile NC1C(CN(CC1)C1=C(C=NC2=CC=C(C=C12)C=1C(=C(C#N)C=CC1)OCCOC)C1=CC(=CC(=C1)C)F)O